rac-tert-butyl (1R,4S,6S)-6-((2-fluoro-4-(trifluoromethyl)benzyl)oxy)-2-azabicyclo[2.2.1]heptane-2-carboxylate FC1=C(CO[C@H]2C[C@H]3CN([C@@H]2C3)C(=O)OC(C)(C)C)C=CC(=C1)C(F)(F)F |r|